C[Si](O[Si](O[Si](O[Si](O[Si](O[Si](C)(C)C)(C)C)(C)C)(C)C)(C)C)(C)C tetradecamethylhexasiloxane